CC=1C=CC2=C(OCCN2)C1 7-methyl-3,4-dihydro-2H-benzo[b][1,4]oxazine